ClC1=CC=C(C(=N1)C(=O)NS(=O)(=O)C)N[C@H](C)C=1C=C(C=C2C(N(C(=NC12)N1CCC(CC1)N1C(C=C(C=C1)C)=O)C)=O)C (R)-6-chloro-3-((1-(3,6-dimethyl-2-(4-(4-methyl-2-oxopyridin-1(2H)-yl)piperidin-1-yl)-4-oxo-3,4-dihydroquinazolin-8-yl)ethyl)amino)-N-(methylsulfonyl)picolinamide